Uranium tetraIodide [I-].[I-].[I-].[I-].[U+4]